N-(4-chloro-3-(2-(oxetan-3-ylamino)-8,9-dihydroimidazo[1',2':1,6]pyrido[2,3-d]pyrimidin-6-yl)phenyl)-4-(2-cyanopropan-2-yl)picolinamide ClC1=C(C=C(C=C1)NC(C1=NC=CC(=C1)C(C)(C)C#N)=O)C1=CC2=C(N=C(N=C2)NC2COC2)N2C1=NCC2